COC1=C(C=CC(=C1)OC)C(\C=C\C1=CC(=C(C=C1)N=O)O)=O (E)-1-(2,4-Dimethoxyphenyl)-3-(3-hydroxy-4-nitrosophenyl)prop-2-en-1-one